N-(1-(5-(3-((5-cyano-4-(4-fluorophenyl)thiazol-2-yl)(methyl)amino)-2-ethylimidazo[1,2-a]pyridin-6-yl)pyrimidin-2-yl)piperidin-4-yl)-1-hydroxycyclopropane-1-carboxamide C(#N)C1=C(N=C(S1)N(C1=C(N=C2N1C=C(C=C2)C=2C=NC(=NC2)N2CCC(CC2)NC(=O)C2(CC2)O)CC)C)C2=CC=C(C=C2)F